FC(CN1N=CC=2C1=NC(=CN2)N2C[C@@H](CCC2)[C@H](C)OC2=C(C=CC=C2)C(F)(F)F)F 1-(2,2-difluoroethyl)-6-((R)-3-((S)-1-(2-(trifluoromethyl)phenoxy)ethyl)piperidin-1-yl)-1H-pyrazolo[3,4-b]pyrazine